chloronitroethylene ClC(=C)[N+](=O)[O-]